(S)-2-((1-(5-(3-ethylphenyl)-1,2,4-oxadiazol-3-yl)ethyl)carbamoyl)-4-methoxypyridin-3-yl propionate C(CC)(=O)OC=1C(=NC=CC1OC)C(N[C@@H](C)C1=NOC(=N1)C1=CC(=CC=C1)CC)=O